2-(4-(4-hydroxy-2-methylquinolin-6-yl)-2-oxopyridin-1(2H)-yl)-N,N-dimethylacetamide OC1=CC(=NC2=CC=C(C=C12)C1=CC(N(C=C1)CC(=O)N(C)C)=O)C